6-methoxy-N-(6-methylpyridazin-3-yl)-1H-benzimidazol-5-amine COC=1C(=CC2=C(NC=N2)C1)NC=1N=NC(=CC1)C